N-((1-(2-(methylamino)-2-oxoethyl)-4-(4-(trifluoromethyl)phenyl)-1,2,3,4-tetrahydroquinoxalin-2-yl)methyl)acrylamide CNC(CN1C(CN(C2=CC=CC=C12)C1=CC=C(C=C1)C(F)(F)F)CNC(C=C)=O)=O